4,4'-(cyclododecylidene)diphenol C1(CCCCCCCCCCC1)(C1=CC=C(C=C1)O)C1=CC=C(C=C1)O